O1COC2=C1C=CC(=C2)N2C(NN=C2C2=CC(=NC=C2)Cl)=S 4-(Benzo[d][1,3]dioxol-5-yl)-5-(2-chloropyridin-4-yl)-2,4-dihydro-3H-1,2,4-triazole-3-thione